6-[2-(1H-indol-6-yl)ethyl]pyridin-2-amine N1C=CC2=CC=C(C=C12)CCC1=CC=CC(=N1)N